OC1=NC=CC2=C1C=C(N2CC2=CC=C(C=C2)B(O)O)C(C)C 4-((4-hydroxy-2-isopropylpyrrolo[3,2-c]pyridin-1-yl)methyl)phenylboronic acid